Tert-butyl (trans-3-(6-tosylimidazo[4,5-d]pyrrolo[2,3-b]pyridin-1(6H)-yl)cyclobutyl)carbamate S(=O)(=O)(C1=CC=C(C)C=C1)N1C=CC=2C1=NC=C1C2N(C=N1)[C@@H]1C[C@H](C1)NC(OC(C)(C)C)=O